C1[C@@H]([C@H](O[C@H]1N2C=NC3=C(N=CN=C32)N)COP(=O)(O)O[C@H]4C[C@@H](O[C@@H]4COP(=O)(O)O[C@H]5C[C@@H](O[C@@H]5COP(=O)(O)O)N6C=NC7=C6N=C(NC7=O)N)N8C=NC9=C(NC=NC98)N)O The molecule is a single-stranded DNA polynucleotide consisting of a repeating sequence of one deoxyguanosine residue and two deoxycytosine residues, with all residues connected by 3'->5' phosphodiester linkages.